N(=C=O)C(CC12CCC(CC1)C2)C 2-isocyanatopropyl-norbornane